7-(9-(4,4,5,5,5-pentafluoropentylsulfinyl)nonyl)estra-1,3,5(10)-triene-3,17-diol FC(CCCS(=O)CCCCCCCCCC1[C@H]2[C@@H]3CCC([C@@]3(C)CC[C@@H]2C=2C=CC(=CC2C1)O)O)(C(F)(F)F)F